(2S,4R)-4-(2-((1H-indazol-6-yl)amino)-2-oxoethyl)-1-(2-methylbenzofuro[3,2-d]pyrimidin-4-yl)pyrrolidine-2-carboxylic acid N1N=CC2=CC=C(C=C12)NC(C[C@H]1C[C@H](N(C1)C=1C2=C(N=C(N1)C)C1=C(O2)C=CC=C1)C(=O)O)=O